1-(2-((tert-Butyldimethylsilyl)oxy)ethyl)-3-((3,5-dimethoxyphenyl)amino)pyrrolidin-2-one [Si](C)(C)(C(C)(C)C)OCCN1C(C(CC1)NC1=CC(=CC(=C1)OC)OC)=O